FC1=C(C=C(C(=C1)OC1=CC=NC2=CC(=C(C=C12)OC)OCCCN1CCOCC1)F)NC(=O)C=1C=NC(=CC1OC)NCC1=CC=C(C=C1)OC N-[2,5-difluoro-4-({6-methoxy-7-[3-(morpholin-4-yl)propoxy]quinolin-4-yl}oxy)phenyl]-4-methoxy-6-{[(4-methoxyphenyl)methyl]amino}pyridine-3-carboxamide